2-chloro-8-{3-fluoro-4-(trifluoromethyl)phenoxy}-7,8-dihydro-6H-spiro[quinoline-5,2'-[1,3]dioxolane] ClC1=NC=2C(CCC3(OCCO3)C2C=C1)OC1=CC(=C(C=C1)C(F)(F)F)F